C(N)(=O)C1=CC2=C(N(C(=N2)NC(=O)C2=NC=CC3=CC=CC=C23)CCC)C(=C1)OC N-(5-carbamoyl-7-methoxy-1-propyl-1H-benzo[d]imidazol-2-yl)isoquinoline-1-amide